9-(1-isopropyl-1,2,3,6-tetrahydropyridin-4-yl)-N-(3-methoxyphenyl)-1-methyl-6,7-dihydro-5H-benzo[c][1,2,3]triazolo[1,5-a]azepin-7-amine 2,2,2-trifluoroacetate FC(C(=O)O)(F)F.C(C)(C)N1CCC(=CC1)C1=CC2=C(C=3N(CCC2NC2=CC(=CC=C2)OC)N=NC3C)C=C1